1-(5-chloro-2-pyridinyl)-2-[3-(trifluoromethyl)-1H-pyrazol-1-yl]-1-propanone ClC=1C=CC(=NC1)C(C(C)N1N=C(C=C1)C(F)(F)F)=O